CSC(C(=O)N1C(CCCC1)C=1NC=C(N1)C=1C=C(C=CC1)C)C 2-(methylsulfanyl)-1-(2-(4-(m-tolyl)-1H-imidazol-2-yl)piperidin-1-yl)propan-1-one